C(C)(C)(C)OC(=O)N[C@H](C(=O)N1CCOCC1)C (4E)-N-[(2S)-2-(tert-butoxycarbonylamino)propionyl]Morpholine